FC1CCNCC1 4-fluorotetrahydro-2H-pyridine